C(C)(C)(C)OC([C@@H](NC(=O)OC(C)(C)C)CC(=O)O)=O Boc-L-aspartic acid 1-tert-butyl ester